C(CCCCCCCCCCC)C=1C(=C(C=CC1)S(=O)(=O)[O-])CCCCCCCCCCCC bis(dodecyl)benzenesulfonate